BrC1=CC2=C(N=C(S2)C(C)(C)NC(NC=2C=C3CN(C(C3=CC2)=O)C2C(NC(CC2)=O)=O)=O)C=C1 3-(5-{3-[1-(6-bromo-1,3-benzothiazol-2-yl)-1-methylethyl]ureido}-1-oxo-2-isoindolinyl)-2,6-piperidinedione